CN(C1CCN(CC1)C1=NC=C(C=C1NS(=O)(=O)C1CC1)C1=CC=2C3=C(C=NC2C=C1)N(C(C31CC1)=O)C)C N-(2-(4-(dimethylamino)piperidin-1-yl)-5-(3'-methyl-2'-oxo-2',3'-dihydrospiro[cyclopropane-1,1'-pyrrolo[2,3-c]quinolin]-8'-yl)pyridin-3-yl)cyclopropanesulfonamide